ammonium 4-pentadecyloxybutyloxy-[[rac-(1R)-2-(6-aminopurine-9-yl)-1-methyl-ethoxy] methyl] phosphinate [PH2](OC(O[C@@H](CN1C2=NC=NC(=C2N=C1)N)C)OCCCCOCCCCCCCCCCCCCCC)=O.[NH4+] |r|